BrC1=C(OC=2C=CC(=NC2)N2CC(C2)CC2CCN(CC2)C(=O)OC(C)(C)C)C=CC(=C1)C(=O)OC tert-butyl 4-[[1-[5-(2-bromo-4-methoxycarbonyl-phenoxy)-2-pyridyl]azetidin-3-yl]methyl]piperidine-1-carboxylate